(4-(3-((4-bromo-2-fluorophenoxy)methyl)phenoxy)piperidin-1-yl)-1-((1-isopropyl-1H-imidazol-5-yl)methyl)-1H-benzo[d]imidazole-6-carboxylic acid methyl ester COC(=O)C=1C=CC2=C(N(C(=N2)N2CCC(CC2)OC2=CC(=CC=C2)COC2=C(C=C(C=C2)Br)F)CC2=CN=CN2C(C)C)C1